tert-butyl (4-(7-(4''-formyl-2,2'-dimethyl-[1,1':3',1''-terphenyl]-3-yl)-[1,2,4]triazolo[4,3-a]pyridin-3-yl)benzyl)-D-prolinate C(=O)C1=CC=C(C=C1)C=1C(=C(C=CC1)C1=C(C(=CC=C1)C1=CC=2N(C=C1)C(=NN2)C2=CC=C(CN1[C@H](CCC1)C(=O)OC(C)(C)C)C=C2)C)C